4-Methoxyphenethyl p-methylbenzenesulfonate CC1=CC=C(C=C1)S(=O)(=O)OCCC1=CC=C(C=C1)OC